NC1=CC=C(CCN2[C@@H](O[C@@H](C2=O)C)C=2C(=NN(C2)C2=CC=C(C=C2)Br)C2=NC=C(C=C2)Cl)C=C1 (2S,5R)-3-(4-Aminophenethyl)-2-(1-(4-bromophenyl)-3-(5-chloropyridin-2-yl)-1H-pyrazol-4-yl)-5-Methyloxazolidin-4-one